3-[4-[1-[2-[4-[4-(aminomethyl)-3-methyl-phenyl]pyrrolo[2,1-f][1,2,4]triazin-6-yl]ethyl]-4-piperidyl]phenyl]piperidine-2,6-dione TFA salt OC(=O)C(F)(F)F.NCC1=C(C=C(C=C1)C1=NC=NN2C1=CC(=C2)CCN2CCC(CC2)C2=CC=C(C=C2)C2C(NC(CC2)=O)=O)C